C(C)(C)(C)OC(=O)N[C@H](C(=O)O)CCCC1=CC=CC=C1 (S)-2-((t-butoxycarbonyl)amino)-5-phenylpentanoic acid